CN(CCOCCNC(OC1CCC2C3CCC4CCCC4C3CC=C2C1)=O)C 2,3,4,7,8,9,10,11,12,13,14,15,16,17-tetradecahydro-1H-cyclopenta[a]phenanthren-3-yl (2-(2-(dimethylamino)ethoxy)ethyl)carbamate